2-quinolineboronic acid pinacol ester N1=C(C=CC2=CC=CC=C12)B1OC(C)(C)C(C)(C)O1